Cl.C[C@H]1C(NCCO1)C1=NC=C(C=C1)C(F)(F)F (2S)-2-methyl-3-(5-(trifluoromethyl)pyridin-2-yl)morpholine hydrochloride